FC(C=1C=CC=2N(N1)C(=CN2)C2=CC(=NC=N2)N2C(C(CC(C2)C)CO)C)F (1-(6-(6-(difluoromethyl)imidazo[1,2-b]pyridazin-3-yl)pyrimidin-4-yl)-2,5-dimethylpiperidin-3-yl)methanol